ClCC(=O)OCCOCCOCCOC(CCl)=O triethylene glycol e-bis(chloroacetate)